[2-(4-chlorophenyl)benzotriazol-5-yl]thiourea ClC1=CC=C(C=C1)N1N=C2C(=N1)C=CC(=C2)NC(=S)N